N-((3R,4S)-3-fluoro-1-(methylsulfonyl)piperidin-4-yl)-5-(trifluoromethyl)pyrimidin-2-amine F[C@@H]1CN(CC[C@@H]1NC1=NC=C(C=N1)C(F)(F)F)S(=O)(=O)C